(3S,4R,8R,9R,10S)-9-(4-bromophenyl)-3,4-dihydroxy-N-(4-methoxyphenyl)-10-(trityloxymethyl)-1,6-diazabicyclo[6.2.0]decane-6-carboxamide BrC1=CC=C(C=C1)[C@@H]1[C@@H]2CN(C[C@H]([C@H](CN2[C@@H]1COC(C1=CC=CC=C1)(C1=CC=CC=C1)C1=CC=CC=C1)O)O)C(=O)NC1=CC=C(C=C1)OC